tert-butyl 2-{[(4-chloro-2-fluorophenyl)methyl]amino}-3-iodo-6,8-dihydro-5H-1,7-naphthyridine-7-carboxylate ClC1=CC(=C(C=C1)CNC1=NC=2CN(CCC2C=C1I)C(=O)OC(C)(C)C)F